methyl 5-chloro-3,6-dimethylpyrazine-2-carboxylate ClC=1N=C(C(=NC1C)C(=O)OC)C